N1(CCC1)C(CN1C(N(C2=NC=C(C=C21)C2=CC(=C(C=C2)F)C(F)F)C)=O)=O 1-[2-(azetidin-1-yl)-2-oxo-ethyl]-6-[3-(difluoromethyl)-4-fluoro-phenyl]-3-methyl-imidazo[4,5-b]pyridin-2-one